ClC1=CC(=C(N=N1)N[C@H]1CN(CCC1)C)C(F)(F)F (R)-6-chloro-N-(1-methylpiperidin-3-yl)-4-(trifluoromethyl)pyridazin-3-amine